COC(=O)C1=C(C(=NN1C)C1CCOCC1)N 4-amino-1-methyl-3-(tetrahydro-2H-pyran-4-yl)-1H-pyrazole-5-carboxylic acid methyl ester